C(COCCOCCOCCOCCC)=O 3,6,9,12-tetraoxapentadecanal